FC1=CC=C(C=C1)C(C1=C(C=CC=C1)O)P(OCC)(OCC)=O Diethyl ((4-fluorophenyl)(2-hydroxyphenyl)methyl)phosphonate